N-(2,4-difluoro-3-(5-(3-hydroxyphenyl)-1H-pyrazolo[3,4-b]pyridine-3-carbonyl)-phenyl)propane-1-sulfonamide FC1=C(C=CC(=C1C(=O)C1=NNC2=NC=C(C=C21)C2=CC(=CC=C2)O)F)NS(=O)(=O)CCC